(S)-2-((4-(6-(4-cyano-2-fluorobenzyloxy)pyridin-2-yl)-5,6-dihydropyridin-1(2H)-yl)methyl)-1-(oxetan-2-ylmethyl)-1H-benzo[d]imidazole-6-carboxylic acid C(#N)C1=CC(=C(COC2=CC=CC(=N2)C2=CCN(CC2)CC2=NC3=C(N2C[C@H]2OCC2)C=C(C=C3)C(=O)O)C=C1)F